(5S)-2-(3-Chloro-4-fluorobenzyl)-3-oxo-2,5,6,7-tetrahydro-3H-pyrrolo[2,1-c][1,2,4]triazol ClC=1C=C(CN2N=C3N(C2=O)CCC3)C=CC1F